C(C)(=O)OCCCCCCCCC=O 9-Acetyloxynonanal